3-benzyl-9-methyl-2-((1-methyl-1H-pyrazol-4-yl)ethynyl)-4H,6H-thieno[2,3-e][1,2,4]triazolo[3,4-c][1,4]oxazepine C(C1=CC=CC=C1)C1=C(SC=2N3C(COCC21)=NN=C3C)C#CC=3C=NN(C3)C